7-fluoro-1,5-naphthyridine-4-carboxylic acid FC1=CN=C2C(=CC=NC2=C1)C(=O)O